1-((3-bromothiophen-2-yl)methyl)dihydropyrimidine-2,4(1H,3H)-dione BrC1=C(SC=C1)CN1C(NC(CC1)=O)=O